C(C)(C)(C)OC(=O)N1CC(C1)C#CC=1C=C2CN(C(C2=CC1)=O)C1C(NC(CC1)=O)=O 3-((2-(2,6-Dioxopiperidin-3-yl)-1-oxoisoindolin-5-yl)ethynyl)azetidine-1-carboxylic acid tert-butyl ester